C1(=CC=C(C=C1)NC(CC1CCC(CC1)C1=CC=C(C=C1)OC)=O)C1=CC=CC=C1 N-([1,1'-Biphenyl]-4-yl)-2-(4-(4-methoxyphenyl)cyclohexyl)acetamide